C(CCCCC)OCCCC(=O)N(CC)CC 4-hexyloxy-N,N-diethylbutanamide